BrC1=CC=C(C=C1)C=1N=C(NC1)CN(C(OC(C)(C)C)=O)C tert-butyl ((4-(4-bromophenyl)-1H-imidazol-2-yl)methyl)(methyl)carbamate